C(C)(C)(C)OC(=O)N1CC(CC=C1C1=CC=2C(=NSN2)C=C1)C 6-(Benzo[c][1,2,5]thiadiazol-5-yl)-3-methyl-3,4-dihydropyridine-1(2H)carboxylic acid tert-butyl ester